(2-methyl-4-(4,4,5,5-tetramethyl-1,3,2-dioxaborolan-2-yl)phenyl)methylamine CC1=C(C=CC(=C1)B1OC(C(O1)(C)C)(C)C)CN